tetradecan-1,6-diylium tetrafluoroborate F[B-](F)(F)F.[CH2+]CCCC[CH+]CCCCCCCC.F[B-](F)(F)F